N-({4-methyl-2-azabicyclo[3.1.1]hept-3-yl}methyl)-5-(trifluoromethyl)pyrazin-2-amine CC1C(NC2CC1C2)CNC2=NC=C(N=C2)C(F)(F)F